C(=O)(O)CCCCCCCCCCCCCCCCCCC1=C(O)C=CC=C1O carboxystearyl-resorcinol